NC(CCC1CC1)(C1=CC(=CC=C1)C#N)C=1C=CC(=C(C1)NC(=O)[C@H]1N(CCC1)C(=O)NC1=CC=C(C=C1)Cl)F (S)-N2-(5-((-)-1-amino-1-(3-cyanophenyl)-3-cyclopropyl-propyl)-2-fluorophenyl)-N1-(4-chlorophenyl)pyrrolidine-1,2-dicarboxamide